[1-(difluoromethyl)-5-methyl-2-oxo-3-pyridinyl]boronic acid FC(N1C(C(=CC(=C1)C)B(O)O)=O)F